CC1=C(C(=O)N[C@H](C)C2=CC=CC3=CC=CC=C23)C=C(C=C1)[N+](=O)[O-] 2-methyl-N-[(1R)-1-naphthalen-1-ylethyl]-5-nitrobenzamide